C[C@@H]1C[C@@H](OCC1)\C=C(/CC)\C (2R,4S)-4-methyl-2-((Z)-2-methylbut-1-en-1-yl)tetrahydro-2H-pyran